N-(2-aminoethyl)acryl-amide NCCNC(C=C)=O